2,4-bis((4-aminophenyl)ureido)cyclobutane-1,3-dicarboxylic acid dimethyl ester COC(=O)C1C(C(C1NC(=O)NC1=CC=C(C=C1)N)C(=O)OC)NC(=O)NC1=CC=C(C=C1)N